FC(OC1=CC=C(CNC(C(O)[C@H]2N(CCC2)C(CNC(OCC2=CC=CC=C2)=O)=O)=O)C=C1)F benzyl (2-((2S)-2-(2-((4-(difluoromethoxy)benzyl)amino)-1-hydroxy-2-oxoethyl)pyrrolidin-1-yl)-2-oxoethyl)carbamate